N-[(1S)-1-(2-chlorophenyl)-2-[(3,3-difluorocyclobutyl)amino]-2-oxo-ethyl]-1-(4-cyano-2-pyridyl)-N-(3,5-difluorophenyl)-6-oxo-piperazine-2-carboxamide ClC1=C(C=CC=C1)[C@@H](C(=O)NC1CC(C1)(F)F)N(C(=O)C1N(C(CNC1)=O)C1=NC=CC(=C1)C#N)C1=CC(=CC(=C1)F)F